C(C)OC(=O)C=1C=NN(C1)C(=CC#N)C1CCCC1 1-(2-cyano-1-cyclopentylvinyl)-1H-pyrazole-4-carboxylic acid ethyl ester